9-phenanthrenylphenyldimethoxysilane C1=CC=CC=2C3=CC=CC=C3C(=CC12)[Si](OC)(OC)C1=CC=CC=C1